tert-butyl 3-methyl-2,8-diazaspiro[4.5]dec-2-ene-8-carboxylate CC1=NCC2(C1)CCN(CC2)C(=O)OC(C)(C)C